(S)-2-(3-fluoro-2-methoxy-5-(1-methylpiperidin-4-yl)phenyl)-2-((R)-3-((5-(5,6,7,8-tetrahydro-1,8-naphthyridin-2-yl)pentyl)oxy)pyrrolidin-1-yl)acetic acid FC=1C(=C(C=C(C1)C1CCN(CC1)C)[C@@H](C(=O)O)N1C[C@@H](CC1)OCCCCCC1=NC=2NCCCC2C=C1)OC